[Ca].NC(C(=O)O)C aminopropionic acid calcium